FC1(CCC2=C1N=C(N=C2C2=CC1=C(C=C2)C2(C(N(C(N2)=O)CC)=O)CO1)N1[C@H]([C@@H](C1)O)C)F 6-[7,7-difluoro-2-[(2S,3R)-3-hydroxy-2-methyl-azetidin-1-yl]-5,6-dihydrocyclopenta[d]pyrimidin-4-yl]-3'-ethyl-spiro[2H-benzofuran-3,5'-imidazolidine]-2',4'-dione